3-[2-(4-Fluorophenyl)-6-hydroxy-1H-indol-3-yl]-N-[(3S,4R)-4-hydroxy-2-oxo-pyrrolidin-3-yl]propionamide FC1=CC=C(C=C1)C=1NC2=CC(=CC=C2C1CCC(=O)N[C@@H]1C(NC[C@H]1O)=O)O